C(C)(C)(C)NS(=O)(=O)C=1C=C(C=CC1C1=CN=C(S1)[C@@H]1CC[C@H](CC1)NC(=O)OC(C)C)NC(OCC1CCNCC1)=O trans-4-piperidylmethyl N-[3-(tert-butylsulfamoyl)-4-[2-[4-(isopropoxycarbonylamino)cyclohexyl]thiazol-5-yl]phenyl]carbamate